6-amino-N-(2-{4-amino-7-oxa-2-azaspiro[4.5]decan-2-yl}-3-fluoro-5,6,7,8-tetrahydroquinolin-6-yl)-2-methylthieno[2,3-d][1,3]thiazole-5-carboxamide NC1=C(SC=2N=C(SC21)C)C(=O)NC2CC=1C=C(C(=NC1CC2)N2CC1(C(C2)N)COCCC1)F